(3S,6S,7R)-12-(benzyloxy)-N-(2,4-difluorobenzyl)-6-(methoxy-d3)-3-methyl-1,11-dioxo-1,6,7,11-tetrahydro-3H-2,7-methanopyrido[1,2-a][1,4]diazonine-10-carboxamide C(C1=CC=CC=C1)OC=1C(C(=CN2C1C(N1[C@H](C=C[C@@H]([C@H]2C1)OC([2H])([2H])[2H])C)=O)C(=O)NCC1=C(C=C(C=C1)F)F)=O